1-chloro-6,7-dihydro-5H-pyrazolo[1,5-a]thieno[3,2-c]azepine-9-carboxylic acid ClC=1C=NN2C1C1=C(CCC2)SC(=C1)C(=O)O